COC1=CC=C(C=C1)C(CCCCC(=O)O)=O 6-(4-methoxy-phenyl)-6-oxo-hexanoic acid